N-[(1R,2S)-2-hydroxycyclohexyl]-2-{[2-(4-methoxypyridin-2-yl)-5H,6H,7H-cyclopenta[d]pyrimidin-4-yl](methyl)amino}acetamide O[C@@H]1[C@@H](CCCC1)NC(CN(C)C=1C2=C(N=C(N1)C1=NC=CC(=C1)OC)CCC2)=O